2-((4-(Naphthalen-2-ylethynyl)phenyl)amino)-2-oxoacetic acid C1=C(C=CC2=CC=CC=C12)C#CC1=CC=C(C=C1)NC(C(=O)O)=O